5,10,15-Tris(3-hydroxyphenyl)-20-[4-((2-((2-(((((1R,8S,9r)-bicyclo[6.1.0]non-4-yn-9-yl)methoxy)carbonyl)amino)ethyl)disulfanyl)ethyl)amino)tetrafluoro-phenyl]porphyrin OC=1C=C(C=CC1)C=1C2=CC=C(N2)C(=C2C=CC(C(=C3C=CC(=C(C=4C=CC1N4)C4=CC(=CC=C4)O)N3)C3=CC(=CC=C3)O)=N2)C2=C(C(=C(C(=C2F)F)NCCSSCCNC(=O)OCC2[C@H]3CCC#CCC[C@@H]23)F)F